(1Z)-4-bromo-N-isopropyl-phenylhydrazinocarbonyl bromide BrC1=CC=C(C=C1)NN(C(=O)Br)C(C)C